COC1=CC=C(CC=2C(=C(C(N(C2)C)=O)S(=O)(=O)N)CC2=CC=C(C=C2)OC)C=C1 bis(4-methoxybenzyl)-1-methyl-2-oxo-1,2-dihydropyridine-3-sulfonamide